ibuprofen potassium salt [K+].[O-]C(=O)C(C)C1=CC=C(CC(C)C)C=C1